FC1=C(C=C(C(=C1)C)C1=CC(=NC(=C1)N1CCOCC1)C=1C=NN(C1)C)NC(=O)N1CCCC1 N-{2-fluoro-4-methyl-5-[2-(1-methylpyrazol-4-yl)-6-(morpholin-4-yl)pyridin-4-yl]phenyl}pyrrolidine-1-carboxamide